5-FORMYLIMIDAZOLE-4-CARBOXYLIC ACID METHYL ESTER COC(=O)C=1N=CNC1C=O